ClC1=CC=C(C=C1)[C@@]1(N(C(C2=CC(=CC(=C12)F)C(CC)([C@@H]1CC[C@H](CC1)O)O)=O)CC1=NC=C(C=N1)Cl)OCCO (3R)-3-(4-Chlorophenyl)-2-[(5-chloropyrimidin-2-yl)methyl]-4-fluoro-6-{1-hydroxy-1-[trans-4-hydroxycyclohexyl]propyl}-3-(2-hydroxyethoxy)-2,3-dihydro-1H-isoindol-1-on